ClC1=C(C=CC=C1SC1CN(CCC1)C1CCN(CC1)C)C1=C(C(=CC=C1)C=1OC2=C(N1)C=C(C=C2C#N)CN2C[C@@H](CC2)C(=O)O)C (3R)-1-((2-(2'-chloro-2-methyl-3'-((1'-methyl-[1,4'-bipiperidin]-3-yl)thio)-[1,1'-biphenyl]-3-yl)-7-cyanobenzo[d]oxazol-5-yl)methyl)pyrrolidine-3-carboxylic acid